ethylene methyl acrylate C(C=C)(=O)OC.C=C